β,β,4-trifluoro-2-pyridinepropanoic acid FC(CC(=O)O)(C1=NC=CC(=C1)F)F